2-[4-[(2-chloro-5-fluoro-4-pyridyl)oxy]-3-fluoro-phenyl]-4-[(2,6-difluorophenyl)methyl]-1,2,4-triazol-3-one ClC1=NC=C(C(=C1)OC1=C(C=C(C=C1)N1N=CN(C1=O)CC1=C(C=CC=C1F)F)F)F